N=1N(N=CC1)C1=CC=C(N=N1)CN1C(C(N(CC1)C1CCC1)=O)=O 1-((6-(2H-1,2,3-triazol-2-yl)pyridazin-3-yl)methyl)-4-cyclobutylpiperazine-2,3-dione